N=1NN=NC1C#CC=1C=C(C=CC1)S(=O)(=O)NC1=C2C(N(C(C2=CC=C1)=O)CCCOC)O 3-((2H-tetrazol-5-yl)ethynyl)-N-(3-hydroxy-2-(3-methoxypropyl)-1-oxoisoindolin-4-yl)benzenesulfonamide